ethyl-(2-butoxy) phthalate C(C=1C(C(=O)[O-])=CC=CC1)(=O)OOC(C)CCCC